3-(2-carboxyethyl)-1,1,2-trimethyl-1H-benz[e]indol-3-ium bromide [Br-].C(=O)(O)CC[N+]1=C(C(C=2C3=C(C=CC12)C=CC=C3)(C)C)C